5-fluoro-2-methyl-4-(4-(trifluoromethyl)piperidin-1-yl)aniline FC=1C(=CC(=C(N)C1)C)N1CCC(CC1)C(F)(F)F